C(C)(C)N(C1=CC2=C(C(=N1)CNC)CN(C2)C2=NC(=CC=C2)C2=NN=C(N2C(C)C)SC2C(CCC2)=O)C 6-(isopropyl(methyl)amino)-2-(6-(4-isopropyl-5-((2-oxocyclopentyl)thio)-4H-1,2,4-triazol-3-yl)pyridin-2-yl)-4-((methylamino)methyl)-2,3-dihydro-1H-pyrrolo[3,4-c]pyridine